21-((2,5-dioxopyrrolidin-1-yl)oxy)-21-oxohenicosanoic acid O=C1N(C(CC1)=O)OC(CCCCCCCCCCCCCCCCCCCC(=O)O)=O